4-((S)-2-((S)-2-(6-(2,5-dioxo-2,5-dihydro-1H-pyrrol-1-yl)hexanamido)-3-methylbutanamido)propanamido)benzyl (4-nitrophenyl) carbonate C(OCC1=CC=C(C=C1)NC([C@H](C)NC([C@H](C(C)C)NC(CCCCCN1C(C=CC1=O)=O)=O)=O)=O)(OC1=CC=C(C=C1)[N+](=O)[O-])=O